N-benzyl-2,2-diethoxyethan-1-amine C(C1=CC=CC=C1)NCC(OCC)OCC